acetyl-hydrazine carbon [C].C(C)(=O)NN